selenium zinc selenite [Se](=O)([O-])[O-].[Zn+2].[Se+2].[Se](=O)([O-])[O-]